4-((3-amino-3-methylbutyl) (4-amino-4-methylpentyl)amino)-4-oxobutanoate dihydrochloride Cl.Cl.NC(CCN(C(CCC(=O)O)=O)CCCC(C)(C)N)(C)C